SB mercaptoborane